COC=1C=C2CC(C(C2=CC1OC)=O)=CC1=C(C=C(C=C1)OC)C(F)(F)F 5,6-dimethoxy-2-(4-methoxy-2-(trifluoromethyl)benzylidene)-2,3-dihydro-1H-indene-1-one